C(\C=C\C(=O)O)(=O)O.FC1=C(C=CC=C1)C1=CC(=CN1S(=O)(=O)C=1C=NC=CC1)CNC 1-[5-(2-fluorophenyl)-1-(pyridin-3-ylsulfonyl)-1H-pyrrol-3-yl]-N-methylmethylamine monofumarate